N-((S)-2-(4-(1H-indazol-6-yl)phenyl)-1-cyanoethyl)-1,4-oxazolidine-2-carboxamide N1N=CC2=CC=C(C=C12)C1=CC=C(C=C1)C[C@@H](C#N)NC(=O)C1OCNC1